1-propyl-2-butylpyridinium chloride [Cl-].C(CC)[N+]1=C(C=CC=C1)CCCC